N1(CCNCC1)C1=NC=CC=C1N1CC2(COC2)C1 6-[2-(piperazin-1-yl)pyridin-3-yl]-2-oxa-6-azaspiro[3.3]heptane